C(C)(=O)OC(C(CCCC)(CCCC)CCCC)=O.C(C(C)C)C1=CC=C(C=C1)C(C(=O)NN)C 2-(4-isobutylphenyl)propanehydrazide Acetyltributylacetat